CC(C)(C)[S@@](=O)/N=C(\C)/C1=C(C(=CC(=C1)[N+](=O)[O-])C(F)(F)F)C (R,E)-2-methyl-N-(1-(2-methyl-5-nitro-3-(trifluoromethyl)phenyl)ethylidene)propane-2-sulfinamide